tert-butyl (Z)-(5-(hydroxyimino)-5,6,7,8-tetrahydronaphthalen-2-yl)carbamate O\N=C\1/C=2C=CC(=CC2CCC1)NC(OC(C)(C)C)=O